6-(5-isopropyl-1H-pyrazole-3-carbonyl)-2,6-diazaspiro[3.3]heptane-2-carboxylate C(C)(C)C1=CC(=NN1)C(=O)N1CC2(CN(C2)C(=O)[O-])C1